methyl-3-[(tetrahydro-2H-pyran-4-yl) amino]-5-bromobenzoate COC(C1=CC(=CC(=C1)Br)NC1CCOCC1)=O